methyl N-[5-[6-[methyl-(5-methyl-3-pyridyl) carbamoyl]imidazo[1,2-a]pyridin-3-yl]-2-pyridyl]carbamate CN(C(=O)C=1C=CC=2N(C1)C(=CN2)C=2C=CC(=NC2)NC(OC)=O)C=2C=NC=C(C2)C